O=C1N(CCC(N1)=O)C=1C=C(CN(C2CCN(CC2)C2=CC=C3CN(C(C3=C2)=O)C(C(=O)NC=2SC=CN2)C2=C(C=CC(=C2)F)O)C)C=CC1 2-(6-(4-((3-(2,4-dioxotetrahydropyrimidin-1(2H)-yl)benzyl)(methyl)amino)piperidin-1-yl)-1-oxoisoindolin-2-yl)-2-(5-fluoro-2-hydroxyphenyl)-N-(thiazol-2-yl)acetamide